hexacosanol isostearate C(CCCCCCCCCCCCCCC(C)C)(=O)OCCCCCCCCCCCCCCCCCCCCCCCCCC